7-(1H-pyrrolo[3,2-c]pyridin-3-yl)-8,9,10,11-tetrahydro-3H-pyrazolo[4,3-a]phenanthridine N1C=C(C=2C=NC=CC21)C2=NC1=CC=C3C(=C1C=1CCCCC21)C=NN3